Methyl-(S)-2-((2-(2,6-difluoro-4-(methylcarbamoyl)phenyl)-7-methoxyimidazo[1,2-a]pyridin-3-yl)methyl)morpholine-4-carboxylic acid methyl ester COC(=O)N1[C@H](C(OCC1)CC1=C(N=C2N1C=CC(=C2)OC)C2=C(C=C(C=C2F)C(NC)=O)F)C